1-cyclobutyl-3-fluoro-1H-pyrrolo[2,3-b]pyridin-5-amine C1(CCC1)N1C=C(C=2C1=NC=C(C2)N)F